C(CCCCC)C(C(=O)OCCCCCCN(CCCCCCOC(=O)OC(CCCCC)CCCCC)CCO)CCCCCCCC 6-((2-hydroxyethyl)(6-(((undecan-6-yloxy)carbonyl)oxy)hexyl)amino)hexyl 2-hexyldecanoate